3β-hydroxycholane-5(6)-en O[C@@H]1CC2=CC[C@H]3[C@@H]4CC[C@H]([C@@H](CCC)C)[C@]4(CC[C@@H]3[C@]2(CC1)C)C